FC(C(C(F)(F)F)OC(=O)N1CCC2(CCCN2CC2=CC(=C(C(=O)O)C=C2)C(F)(F)F)CC1)(F)F 4-((8-((1,1,1,3,3,3-hexafluoropropan-2-yloxy)carbonyl)-1,8-diazaspiro[4.5]decan-1-yl)methyl)-2-(trifluoromethyl)benzoic acid